1-(4-(4,4-Dimethylpiperidin-1-yl)phenyl)-5,7-difluoro-2-methyl-1H-benzo[d]imidazol-6-ol CC1(CCN(CC1)C1=CC=C(C=C1)N1C(=NC2=C1C(=C(C(=C2)F)O)F)C)C